BrC(C(=O)[O-])([C@@](O)(C)CCO)Br dibromo-mevalonate